platinum divinyl-tetramethyl-disiloxane C(=C)[Si](O[Si](C)(C)C)(C)C=C.[Pt]